[N+](=O)([O-])C1=CC(=CC2=C1N[C@H](CO2)C2CCOCC2)S(=O)(=O)N (3S)-5-nitro-3-(oxan-4-yl)-3,4-dihydro-2H-1,4-benzoxazine-7-sulfonamide